dihexadecyl-telluroxane C(CCCCCCCCCCCCCCC)C1(O[Te]CCC1)CCCCCCCCCCCCCCCC